5-(benzyloxy)-3-isopropyl-1-(9a-methyl-9a,10-dihydroindeno[1,2-a]inden-4b(9H)-yl)-2,3-dihydro-1H-pyrido[2,1-f][1,2,4]triazine-4,6-dione C(C1=CC=CC=C1)OC=1C(C=CN2N(CN(C(C21)=O)C(C)C)C21C(CC3=CC=CC=C23)(CC=2C=CC=CC21)C)=O